4-(4-chloro-2-oxopyridin-1(2H)-yl)-2-methyl-2-(methylsulfonyl)-butyric acid ClC1=CC(N(C=C1)CCC(C(=O)O)(S(=O)(=O)C)C)=O